N-(2-(7-fluoro-1H-indol-3-yl)ethyl)-N,2-dimethylpropan-1-amine FC=1C=CC=C2C(=CNC12)CCN(CC(C)C)C